carbonic acid ((2r,3s,5r)-5-(6-amino-2-fluoro-9H-purin-9-yl)-2-ethynyl-3-hydroxytetrahydrofuran-2-yl) methyl ester ((5-methyl-2-oxo-1,3-dioxol-4-yl)methyl)methylcarbamate CC1=C(OC(O1)=O)CN(C(O)=O)C.COC(O[C@]1(O[C@H](C[C@@H]1O)N1C2=NC(=NC(=C2N=C1)N)F)C#C)=O